C(C)(=O)OCCCCCCCC\C=C\C=C/CC (9E,11Z)-tetradeca-9,11-dien-1-yl acetate